C(C)(=O)NC=1N=C2N(N=C(C=C2)C=2C=C(C=CC2)NC(=O)N2OCC[C@H]2C2=CC=CC=C2)C1 (S)-N-(3-(2-acetamidoimidazo[1,2-b]pyridazin-6-yl)phenyl)-3-phenylisoxazolidine-2-carboxamide